2,6-dichloro-3-carboxypyridine ClC1=NC(=CC=C1C(=O)O)Cl